decanol linoleate C(CCCCCCC\C=C/C\C=C/CCCCC)(=O)OCCCCCCCCCC